C(C)C1=CC(=CC(=C1O)C)CC 2,4-diethyl-6-cresol